C(C)(=O)C=1C=CC=C2C=CC=NC12 8-Acetylquinoline